methyl 4-(2-(benzyloxy)ethyl)-3-hydroxy-6-methylpicolinate C(C1=CC=CC=C1)OCCC1=C(C(=NC(=C1)C)C(=O)OC)O